CC=1C=2C(C=NN1)=CN(C(C2)=O)C2CN1CCC2CC1 1-methyl-6-(quinuclidin-3-yl)pyrido[3,4-d]pyridazin-7(6H)-one